6-Isopropyl-5-(8-methoxy-[1,2,4]triazolo[1,5-a]pyridin-6-yl)-1-((3R)-1-(tetrahydrofuran-3-yl)piperidin-3-yl)-1,3-dihydro-2H-benzo[d]imidazol-2-on C(C)(C)C=1C(=CC2=C(N(C(N2)=O)[C@H]2CN(CCC2)C2COCC2)C1)C=1C=C(C=2N(C1)N=CN2)OC